FC1=CC(=CC2=C1N(N=N2)C)OC2=C(C=C(C=C2)NC=2C1=C(N=CN2)C=NC(=N1)S(=O)(=O)C)C N-(4-((7-fluoro-1-methyl-1H-benzo[d][1,2,3]triazol-5-yl)-oxy)-3-methylphenyl)-6-(methylsulfonyl)pyrimido[5,4-d]pyrimidin-4-amine